4-(benzyloxy)-2-(4,4,5,5-tetramethyl-1,3,2-dioxaborolan-2-yl)benzaldehyde C(C1=CC=CC=C1)OC1=CC(=C(C=O)C=C1)B1OC(C(O1)(C)C)(C)C